FC1=C(C#N)C=CC=C1OC1=C(N=CN(C1=O)CC1=NN(C(C(=C1)C1=CC=C(C=C1)F)=O)CC1=CC=C(C=C1)OC)C(F)(F)F 2-fluoro-3-((1-((5-(4-fluorophenyl)-1-(4-methoxybenzyl)-6-oxo-1,6-dihydropyridazin-3-yl)methyl)-6-oxo-4-(trifluoromethyl)-1,6-dihydropyrimidin-5-yl)oxy)benzonitrile